7-methyl-1-octanol CC(CCCCCCO)C